BrC1=NC(=C(C2=C1CCC2)Br)C=NS(=O)C(C)(C)C N-((1,4-dibromo-6,7-dihydro-5H-cyclopenta[c]pyridin-3-yl)methylene)-2-methylpropane-2-sulfinamide